C(C)OC(=O)C=1N=C(C2=CC(=CC=C2C1O)OC1=CC=CC=C1)CCl 4-hydroxy-1-(chloromethyl)-7-phenoxyisoquinoline-3-carboxylic acid ethyl ester